S1C(=NC2=C1C=CC=C2)NC2=C(C1=C(N=N2)N(CCC1)C1=C(C(=O)O)C=CC=C1)C {3-[(1,3-benzothiazol-2-yl)amino]-4-methyl-5H,6H,7H,8H-pyrido[2,3-c]pyridazin-8-yl}benzoic acid